2-(2-hydroxy-5-t-butylphenyl)-2H-benzotriazole OC1=C(C=C(C=C1)C(C)(C)C)N1N=C2C(=N1)C=CC=C2